2,5-dimethoxyphenylthiourea COC1=C(C=C(C=C1)OC)NC(=S)N